FC(C1=C(C=CC=C1)NNC(COC1=C(OC2=C(C1=O)C=CC=C2)C2=CC=CC=C2)=O)(F)F N'-(2-trifluoromethylphenyl)-2-((4-oxo-2-phenyl-4H-benzopyran-3-yl)oxy)acethydrazide